ClC=1C(=NC=C(C1)Cl)OC1CCC2(C(NC3=CC=C(C=C23)C2=NOC(N2)=S)=O)CC1 cis-4-[(3,5-dichloro-2-pyridyl)oxy]-5'-(5-thioxo-4H-1,2,4-oxadiazol-3-yl)spiro[cyclohexane-1,3'-indoline]-2'-one